C(C1=CC=CC=C1)N1C[C@H]([C@@H](CC1)NC(OC(C)(C)C)=O)OC=1C=C2CN(C(C2=CC1)=O)C1C(N(C(CC1)=O)COCC[Si](C)(C)C)=O tert-butyl (trans-1-benzyl-3-((2-(2,6-dioxo-1-((2-(trimethylsilyl)ethoxy)methyl)piperidin-3-yl)-1-oxoisoindolin-5-yl)oxy)piperidin-4-yl)carbamate